stearoamidopropyldimethyl-β-hydroxyethylammonium nitrate [N+](=O)([O-])[O-].C(CCCCCCCCCCCCCCCCC)(=O)NCCC[N+](CCO)(C)C